4-(4-(4-isopropylpiperazin-1-yl)phenyl)-1-methyl-6-(4-(4-(oxetan-3-yl)piperazin-1-yl)phenyl)-1H-benzo[d]imidazole C(C)(C)N1CCN(CC1)C1=CC=C(C=C1)C1=CC(=CC=2N(C=NC21)C)C2=CC=C(C=C2)N2CCN(CC2)C2COC2